titanium ferric phosphate P(=O)([O-])([O-])[O-].[Fe+3].[Ti]